FC(CN1C(=NC2=NC=C(C=C21)C=2C=CN1N=C(N=CC12)NCC(C(F)(F)F)(C)C)C)F 5-(1-(2,2-difluoroethyl)-2-methyl-1H-imidazo[4,5-b]pyridin-6-yl)-N-(3,3,3-trifluoro-2,2-dimethylpropyl)pyrrolo[2,1-f][1,2,4]triazin-2-amine